(4aR,8aS)-6-[3-[4-(cyclopentoxy)phenyl]azetidine-1-carbonyl]-4,4a,5,7,8,8a-hexahydropyrido[4,3-b][1,4]oxazin-3-one C1(CCCC1)OC1=CC=C(C=C1)C1CN(C1)C(=O)N1C[C@@H]2[C@@H](OCC(N2)=O)CC1